O=CCC(=O)[O-].[NH4+] ammonium 3-oxo-propionate